ClC1=CC(=C(C=C1)C(CN1N=CN=C1)=O)OC1=CC=C(C=C1)Cl 1-[4-chloro-2-(4-chlorophenoxy)-phenyl]-2-[1,2,4]triazol-1-yl-ethanone